C(CC)OC1=CC=CC(=N1)S(=O)(=O)NC(=O)C=1C(=NC=CC1)N1C(CC(C1)C)(C)C N-[(6-Propoxy-2-pyridyl)sulfonyl]-2-(2,2,4-trimethylpyrrolidin-1-yl)pyridin-3-carboxamid